7-(5-(8-(2,5-dimethylphenyl)-7,8-dihydro-6H-pyrrolo[2',1':2,3]imidazo[4,5-b]pyridin-2-yl)pyrimidin-2-yl)hexahydroimidazo[1,5-a]pyrazin-3(2H)-one CC1=C(C=C(C=C1)C)C1CCC2=NC=3C(=NC(=CC3)C=3C=NC(=NC3)N3CC4N(CC3)C(NC4)=O)N21